FC1(CCC(CC1)C1=C(N=C(N1C(=O)N)OC1=CC(=CC=C1)C1CN(C1)C)C)F (4,4-Difluorocyclohexyl)-4-methyl-2-(3-(1-methylazetidin-3-yl)phenoxy)-1H-imidazole-1-carboxamide